CC(C)C[O-] isobutylAt